CC1=CC(=NN1C=1N=C(C2=C(N1)C=CC=N2)N2CCOCC2)C2=CC=CC=C2 4-(2-(5-methyl-3-phenyl-1H-pyrazol-1-yl)pyrido[3,2-d]pyrimidin-4-yl)morpholine